(R)-4-((4-(1,4-oxazepan-4-yl)-1-(phenylthio)butan-2-yl)amino)-3-nitrobenzenesulfonamide O1CCN(CCC1)CC[C@H](CSC1=CC=CC=C1)NC1=C(C=C(C=C1)S(=O)(=O)N)[N+](=O)[O-]